2-(trans-4-((4-(2-Cyclopropyloxazol-4-yl)pyridin-2-yl)((trans-4-(5-methoxy-6-methylpyridin-2-yl)cyclohexyl)methyl)-carbamoyl)cyclohexyl)acetic acid C1(CC1)C=1OC=C(N1)C1=CC(=NC=C1)N(C(=O)[C@@H]1CC[C@H](CC1)CC(=O)O)C[C@@H]1CC[C@H](CC1)C1=NC(=C(C=C1)OC)C